O1CCC2=C1C=CC(=C2)B (2,3-dihydrobenzofuran-5-yl)borane